2-(2-(2-bromoethoxy)ethoxy)ethane (E)-(3-(2-(thiophen-2-yl)vinyl)-1H-pyrazol-1-yl)methyl-2-(dimethylamino)acetate S1C(=CC=C1)/C=C/C1=NN(C=C1)COC(CN(C)C)=O.BrCCOCCOCC